NC=1C(=NN(C1C(=O)N)C1=CC=C(C=C1)CNC(C1=C(C=CC(=C1)F)OC)=O)C=1SC=CC1 4-amino-1-(4-((5-fluoro-2-methoxybenzamido)methyl)phenyl)-3-(thiophen-2-yl)-1H-pyrazole-5-carboxamide